methyl-ethyloxide COCC